C(C)(C)(C)OC(=O)N1[C@H]2CC(C[C@@H]1CC2)NC(=O)C2=C(OC1=C2C=C(C=C1)OCC1=CC=CC=C1)C (1r,3r,5s)-3-(5-(benzyloxy)-2-methylbenzofuran-3-carboxamido)-8-azabicyclo[3.2.1]octane-8-carboxylic acid tert-butyl ester